N-{[4-hydroxy-2-oxo-1-(4-{[6-(trifluoromethyl)-3-pyridinyl]oxy}benzyl)-1,2,5,6-tetrahydro-3-pyridinyl]carbonyl}glycine OC1=C(C(N(CC1)CC1=CC=C(C=C1)OC=1C=NC(=CC1)C(F)(F)F)=O)C(=O)NCC(=O)O